Cl.FC=1C=C(C=C(C1C=1N=NC(=CC1)N(C1CC(NC(C1)(C)C)(C)C)C)O)C1=CC(N(C=C1)C)=O 4-(3-fluoro-5-hydroxy-4-(6-(methyl-(2,2,6,6-tetramethylpiperidin-4-yl)amino)pyridazin-3-yl)phenyl)-1-methylpyridin-2(1H)-one hydrochloride salt